ethyl (R)-5-amino-1-(4-bromo-3-(trifluoromethyl)benzoyl)-2-methyl-1,2,3,6-tetrahydropyridine-4-carboxylate NC1=C(C[C@H](N(C1)C(C1=CC(=C(C=C1)Br)C(F)(F)F)=O)C)C(=O)OCC